6-(imidazo[1,2-a]pyridin-3-ylmethyl)-N-(3-(4-methyl-1H-imidazol-1-yl)-5-(trifluoromethyl)phenyl)-4,5,6,7-tetrahydrothieno[2,3-c]pyridine-3-carboxamide N=1C=C(N2C1C=CC=C2)CN2CC1=C(CC2)C(=CS1)C(=O)NC1=CC(=CC(=C1)C(F)(F)F)N1C=NC(=C1)C